trisnonyl-ammonium chloride [Cl-].C(CCCCCCCC)[NH+](CCCCCCCCC)CCCCCCCCC